C(CCCCCCCCCCCCCCC)[N+](C)(C)C N-Hexadecyltrimethylammonium